N-(4-((8-(3-(4-((4-ethylpiperazin-1-yl)methyl)-3-(trifluoromethyl)phenyl)thioureido)-1,2,3,4-tetrahydroquinolin-5-yl)oxy)pyridin-2-yl)acetamide C(C)N1CCN(CC1)CC1=C(C=C(C=C1)NC(NC=1C=CC(=C2CCCNC12)OC1=CC(=NC=C1)NC(C)=O)=S)C(F)(F)F